diallylmethylethylammonium sulfate S(=O)(=O)([O-])[O-].C(C=C)C(CC=C)[NH2+]CC.C(C=C)C(CC=C)[NH2+]CC